FC1=C(C(=C(C(=C1F)F)F)OCC(F)(F)F)S(=O)(=O)N(C)C 2,3,4,5-tetrafluoro-N,N-dimethyl-6-(2,2,2-trifluoroethoxy)benzenesulfonamide